FC1=C(CC2=C(N(C=C(C2)C(=O)N)NC2(CCC2)C=C)C(=O)N)C(=CC(=C1)F)F (2,4,6-trifluorobenzyl)-1-((1-vinylcyclobutyl)amino)-1,4-dihydropyridine-2,5-dicarboxamide